C(C)N1C=[NH+]C=C1 1-ethyl-3-imidazolium